C(C)OC(=O)C1N(C(C=N1)(CCCCCCC\C=C/CCCCCCCC)CCCCCCC\C=C/CCCCCCCC)CCCN1CCCC1 5,5-di((Z)-heptadecan-8-en-1-yl)-1-(3-(pyrrolidin-1-yl)propyl)-2,5-dihydro-1H-imidazole-2-carboxylic acid ethyl ester